4-fluoro-1-methyl-1H-pyrazol FC=1C=NN(C1)C